C[C@]1(C(CCCC1)=O)CC=O (R)-2-(1-Methyl-2-oxocyclohexyl)acetaldehyde